N1(N=NN=C1)CCCCCS 5-(1H-tetrazol-1-yl)pentane-1-thiol